Cl[Si](C1=CC=CC=C1)(C)C chlorodimethyl-(phenyl)silane